(2S,3S,4R,5R,6S)-5-(hydroxymethyl)-6-({6,6,9-trimethyl-3-propyl-6H,6aH,7H,8H,10aH-benzo[c]isochromen-1-yl}oxy)oxane-2,3,4-triol OC[C@@H]1[C@H]([C@@H]([C@H](O[C@@H]1OC1=CC(=CC=2OC(C3CCC(=CC3C21)C)(C)C)CCC)O)O)O